tert-butyl (1R,5S)-3-(7-chloro-8-fluoro-2-((tetrahydro-2H-pyran-4-yl)oxy)pyrido[4,3-d]pyrimidin-4-yl)-3,8-diazabicyclo[3.2.1]octane-8-carboxylate ClC1=C(C=2N=C(N=C(C2C=N1)N1C[C@H]2CC[C@@H](C1)N2C(=O)OC(C)(C)C)OC2CCOCC2)F